N-[(1R,6S)-2,2-difluoro-6-(4-isopropylpiperazin-1-yl)cyclohexyl]-4-nitrobenzenesulfonamide FC1([C@@H]([C@H](CCC1)N1CCN(CC1)C(C)C)NS(=O)(=O)C1=CC=C(C=C1)[N+](=O)[O-])F